COC=1C=C(/C=C/C2=CC=C(OCC3(COC(OC3)(C)C)COCC34COC(OC3)(OC4)C)C=C2)C=C(C1)OC (E)-4-(((5-((4-(3,5-dimethoxystyryl)phenoxy)methyl)-2,2-dimethyl-1,3-dioxan-5-yl)methoxy)methyl)-1-methyl-2,6,7-trioxabicyclo[2.2.2]octane